N,N-bis(biphenyl-4-yl)-6-bromobiphenyl-3-amine C1(=CC=C(C=C1)N(C=1C=C(C(=CC1)Br)C1=CC=CC=C1)C1=CC=C(C=C1)C1=CC=CC=C1)C1=CC=CC=C1